tert-butyl {3-[3-amino-4-(benzyloxy)-6-bromo-2-fluorophenyl]-2-hydroxypropyl}(2-methylpropyl)carbamate NC=1C(=C(C(=CC1OCC1=CC=CC=C1)Br)CC(CN(C(OC(C)(C)C)=O)CC(C)C)O)F